2-bromo-5-fluoro-trifluorotoluene BrC1=C(C(F)(F)F)C=C(C=C1)F